CC1(OC[C@H](O1)C1=NC=C(C=N1)NC(OCC1=CC=CC=C1)=O)C |r| benzyl rac-N-[2-(2,2-dimethyl-1,3-dioxolan-4-yl)pyrimidin-5-yl]carbamate